N'-tetraphenylnaphthalenediamine C1(=CC=CC2=CC=C3C=C4C=CC=CC4=CC3=C12)NC=1C(=C2C=CC=CC2=CC1)N